hexadecylbicyclo[2.2.1]hept-2-ene C(CCCCCCCCCCCCCCC)C12C=CC(CC1)C2